S-(1-Deazaadenosyl)-L-homocystein [C@@H]1([C@H](O)[C@H](O)[C@@H](CSCC[C@H](N)C(=O)O)O1)N1C=NC=2C(N)=CC=NC12